C(#N)C1=C(OC=2C=C3C(N(C=NC3=CC2)C=2C=CC(=NC2)N2CCN(CC2)C(=O)OC(C)(C)C)=O)C(=CC=C1F)F tert-butyl 4-[5-[6-(2-cyano-3,6-difluoro-phenoxy)-4-oxo-quinazolin-3-yl]-2-pyridyl]piperazine-1-carboxylate